Cl.NC/C(/CN1N=CN(C1=O)CC=1SC(=CC1)C#CC=1C=CC2=C(OCCN2)N1)=C\F 2-[(E)-2-(aminomethyl)-3-fluoro-allyl]-4-[[5-[2-(2,3-dihydro-1H-pyrido[2,3-b][1,4]oxazin-6-yl)ethynyl]-2-thienyl]methyl]-1,2,4-triazol-3-one hydrochloride